FC([C@@H]1N(CC1)C1=NC(=C(C(=N1)C=1C=NN(C1)CC(=O)N1CCN(CC1)C(=O)OC(C)(C)C)CC)C(F)(F)F)F tert-butyl 4-[2-[4-[2-[(2R)-2-(difluoromethyl)azetidin-1-yl]-5-ethyl-6-(trifluoromethyl)pyrimidin-4-yl]pyrazol-1-yl]acetyl]piperazine-1-carboxylate